ClC=1C=C2C(=NC1)NC=C2C(C2=C(C(=CC=C2)NS(N(C)CCC2CC2)(=O)=O)F)=O 5-chloro-3-[3-[[2-cyclopropylethyl(methyl)sulfamoyl]amino]-2-fluoro-benzoyl]-1H-pyrrolo[2,3-b]pyridine